2-bromo-6-(2-chloro-5-fluorobenzyl)aniline BrC1=C(N)C(=CC=C1)CC1=C(C=CC(=C1)F)Cl